6-methyl-4,9-dioxo-1,5-dioxonan-7-yl 2-methylpropanoate CC(C(=O)OC1C(OC(CCOC(C1)=O)=O)C)C